ClC1=C(C=C(C=C1)N1[C@H](CNCC1)C)C(C)C (2S)-1-(4-chloro-3-isopropyl-phenyl)-2-methyl-piperazine